BrC=1C(=CC(=C(C1)NC(OCC=1C=C2C(N(CC2=CC1)C1C(NC(CC1)=O)=O)=O)=O)F)C (2-(2,6-dioxopiperidin-3-yl)-3-oxoisoindolin-5-yl)methyl (5-bromo-2-fluoro-4-methylphenyl)carbamate